IN1S(=O)(=O)C2=CC=CC=C2C1=O N-iodosaccharine